C(#N)C1=NC=C(C=C1C(F)(F)F)[N+](=O)[O-] 2-cyano-5-nitro-3-(trifluoromethyl)pyridine